9-(5-(1-methyl-1H-indazol-5-yl)-1H-pyrrolo[2,3-b]pyridin-4-yl)-2,9-diazaspiro[5.5]undecan-1-one CN1N=CC2=CC(=CC=C12)C=1C(=C2C(=NC1)NC=C2)N2CCC1(CCCNC1=O)CC2